Bismuth(III) Acetate C(C)(=O)[O-].[Bi+3].C(C)(=O)[O-].C(C)(=O)[O-]